(3S,5R,6S)-3-allyl-5-(3-chlorophenyl)-6-(4-chlorophenyl)-1-((3S)-4,7-dihydroxyheptane-3-yl)-3-methylpiperidin-2-one C(C=C)[C@@]1(C(N([C@@H]([C@H](C1)C1=CC(=CC=C1)Cl)C1=CC=C(C=C1)Cl)[C@@H](CC)C(CCCO)O)=O)C